N=1N=CC2=CN(CCC21)C(=O)[O-] 6H,7H-pyrazolo[4,3-c]pyridine-5-carboxylate